tert-butyl N-(1-acetyl-4-piperidyl)-N-[[6-[2-chloro-3-[3-chloro-2-(4-formyl-3-methoxy-phenyl)-4-pyridyl]phenyl]-2-methoxy-3-pyridyl]methyl]carbamate C(C)(=O)N1CCC(CC1)N(C(OC(C)(C)C)=O)CC=1C(=NC(=CC1)C1=C(C(=CC=C1)C1=C(C(=NC=C1)C1=CC(=C(C=C1)C=O)OC)Cl)Cl)OC